methyl 4-((2-([1,1'-biphenyl]-4-yl)-6-(methylsulfonyl)imidazo[1,2-a]pyridin-3-yl)amino)benzoate C1(=CC=C(C=C1)C=1N=C2N(C=C(C=C2)S(=O)(=O)C)C1NC1=CC=C(C(=O)OC)C=C1)C1=CC=CC=C1